5-(3,5-dimethylisoxazol-4-yl)pyridin-2-amine CC1=NOC(=C1C=1C=CC(=NC1)N)C